C1(=CC=C(C=C1)NC1=CC=2C(C3=CC=CC=C3C2C=C1)(C1=CC=CC=C1)C1=CC=CC=C1)C1=CC=CC=C1 N-(biphenyl-4-yl)-N-(9,9-diphenyl-9H-fluoren-2-yl)amine